ClC1=C(C=CC=C1)C(C(/C=C/[C@H]1[C@@H](C[C@H]2[C@@H]1CCC1=C(O2)C(=C(C=C1)C(=O)O)F)O)O)(F)F (1R,2R,3aS,10aR)-1-[(1E,3ξ)-4-(2-chlorophenyl)-4,4-difluoro-3-hydroxy-1-buten-1-yl]-5-fluoro-2-hydroxy-2,3,3a,9,10,10a-hexahydro-1H-benzo[b]cyclopenta[f]oxepin-6-carboxylic acid